NC([C@H](C[C@H]1C(NCCC1)=O)NC(=O)[C@H]1N(CC2(CC(C2)(F)F)C1)C(=O)C=1NC2=C(C=CC=C2C1)Cl)=O (7S)-N-[(1S)-2-amino-2-oxo-1-[[(3S)-2-oxo-3-piperidyl]methyl]ethyl]-6-(7-chloro-1H-indole-2-carbonyl)-2,2-difluoro-6-azaspiro[3.4]octane-7-carboxamide